C(C)(C)(C)OC(=O)NC1=CC=C(C=C1)CC(=O)O 2-(4-((t-butoxycarbonyl)amino)phenyl)acetic acid